(S)-cyclopropyl-(5-fluoro-3-methylbenzofuran-2-yl)methylamine C1(CC1)NCC=1OC2=C(C1C)C=C(C=C2)F